The molecule is a peptide cation that is the conjugate acid of beta-alanyl-L-lysine zwitterion, arising from the protonation of one of the amino groups. Major species at pH 7.3. It is a conjugate acid of a beta-alanyl-L-lysine zwitterion. C(CC[NH3+])C[C@@H](C(=O)[O-])NC(=O)CC[NH3+]